4-(2-(4-(2-(2-aminopyridin-3-yl)-5-phenyl-3H-imidazo[4,5-b]pyridin-3-yl)benzyl)-2,7-diazaspiro[3.5]nonan-7-yl)-2-hydroxybenzaldehyde NC1=NC=CC=C1C1=NC=2C(=NC(=CC2)C2=CC=CC=C2)N1C1=CC=C(CN2CC3(C2)CCN(CC3)C3=CC(=C(C=O)C=C3)O)C=C1